N-[(E)-N'-[(Z)-C-[6-(4-chlorophenyl)-5-phenyl-4,5-dihydro-3H-pyridazin-2-yl]-N-[(4,4-difluoro-1-piperidyl)sulfonyl]carbonimidoyl]carbamimidoyl]acetamide ClC1=CC=C(C=C1)C=1C(CCN(N1)\C(=N/S(=O)(=O)N1CCC(CC1)(F)F)\N=C(/N)\NC(C)=O)C1=CC=CC=C1